methyl (6-hydroxy-10-morpholino-[1,2,4]triazolo[5,1-a]isoquinoline-5-carbonyl)glycinate OC1=C(N2C(C3=C(C=CC=C13)N1CCOCC1)=NC=N2)C(=O)NCC(=O)OC